ClC1=NC(=NC=C1)NC1=CC=C2CCN(C2=C1)C(CN(C)C)=O 1-(6-((4-chloropyrimidin-2-yl)amino)indolin-1-yl)-2-(dimethylamino)ethan-1-one